F[C@H]1[C@@]2(CC[C@](C[C@@H]1C=1N=C(N=NC1C1=C(C=C(C=C1)C=1C=NNC1)O)NC)(N2)C)C ((1S,2R,3R,5R)-2-fluoro-1,5-dimethyl-8-azabicyclo[3.2.1]octan-3-yl((methyl)amino)-1,2,4-triazin-6-yl)-5-(1H-pyrazol-4-yl)phenol